2-[7-(pyridazin-3-yl)heptyl]isoindole-1,3-dione N1=NC(=CC=C1)CCCCCCCN1C(C2=CC=CC=C2C1=O)=O